1-(4-(2-((1-(4-((3S,4R)-7-hydroxy-3-phenylisochroman-4-yl)phenyl)piperidin-4-yl)methyl)-2,8-diazaspiro[4.5]decan-8-yl)phenyl)dihydropyrimidine-2,4(1H,3H)-dione OC1=CC=C2[C@H]([C@H](OCC2=C1)C1=CC=CC=C1)C1=CC=C(C=C1)N1CCC(CC1)CN1CC2(CC1)CCN(CC2)C2=CC=C(C=C2)N2C(NC(CC2)=O)=O